(3R)-5-(tert-butoxy)-3-({9-[(methoxy)methyl]-9H-fluoren-4a-yl}amino)-5-oxopentanoic acid C(C)(C)(C)OC(C[C@@H](CC(=O)O)NC12CC=CC=C2C(C2=CC=CC=C12)COC)=O